di-butyl-isopropanol C(CCC)CC(C)(O)CCCC